ClC=1C(=NC(=C(C1)C#N)Cl)NC=1C=C2C=C(C(N(C2=CC1)CC1COC1)=O)OCC(=O)O 2-[[6-[(3,6-dichloro-5-cyano-2-pyridinyl)amino]-1-(oxetan-3-ylmethyl)-2-oxo-3-quinolinyl]oxy]acetic acid